OC(CN(CCCC(=O)OCCN1CCN(CC1)CCSSCCCN(CC(CCCCCC\C=C/C\C=C/CCCCC)O)CC(CCCCCC\C=C/C\C=C/CCCCC)O)CC(CCCCCC\C=C/CCCCCCCC)O)CCCCCC\C=C/CCCCCCCC 2-(4-(2-((3-(Bis((9Z,12Z)-2-hydroxyoctadeca-9,12-dien-1-yl)amino)propyl)disulfaneyl)ethyl)piperazin-1-yl)ethyl 4-(bis((Z)-2-hydroxyoctadec-9-en-1-yl)amino)butanoate